ClC1=CC=C(C=N1)NC1=C(C=NC=C1)N N4-(6-chloro-3-pyridinyl)pyridine-3,4-diamine